OC1=CC=NC(=C1C)C 4-hydroxy-5,6-dimethylpyridine